OCCNC(CNCCO)=O N-(2-hydroxyethyl)-2-(2-hydroxyethyl-amino)acetamide